C1(CC1)NC(C([C@H](C[C@H]1C(NCC1)=O)NC([C@H](CCCC)NC(OC(C(F)(F)C1=CC(=CC=C1)Cl)C=1C=NC=CC1)=O)=O)=O)=O 2-(3-chlorophenyl)-2,2-difluoro-1-(pyridin-3-yl)ethyl ((S)-1-(((S)-4-(cyclopropylamino)-3,4-dioxo-1-((S)-2-oxopyrrolidin-3-yl)butan-2-yl)amino)-1-oxohexan-2-yl)carbamate